C12CC(CC2C1)C(C(=O)NC1=CC(=C(C=C1)C=1C(=[N+](C=CC1Cl)[O-])C)F)NC(=O)C1=CC=C2N1CCN(C2)C 3-(4-(2-(bicyclo[3.1.0]hexan-3-yl)-2-(2-methyl-1,2,3,4-tetrahydropyrrolo[1,2-a]pyrazine-6-carboxamido)acetamido)-2-fluorophenyl)-4-chloro-2-methylpyridine 1-oxide